isopropyl (trans-4-(5-(2-(azetidin-1-ylsulfonyl)phenyl)thiazol-2-yl)cyclohexyl)carbamate N1(CCC1)S(=O)(=O)C1=C(C=CC=C1)C1=CN=C(S1)[C@@H]1CC[C@H](CC1)NC(OC(C)C)=O